tert-butyl (E)-(3-(4-(4-(3-amino-6-(2-hydroxyphenyl)pyridazin-4-yl)-1,4-diazepan-1-yl)pyrimidin-2-yl)allyl)carbamate NC=1N=NC(=CC1N1CCN(CCC1)C1=NC(=NC=C1)/C=C/CNC(OC(C)(C)C)=O)C1=C(C=CC=C1)O